(S)-3-(5-chloro-6-oxo-6,8-dihydro-2h,7h-spiro[furo[2,3-e]isoindol-3,4'-piperidin]-7-yl)piperidine-2,6-dione ClC=1C=C2C(=C3CN(C(C13)=O)[C@@H]1C(NC(CC1)=O)=O)OCC21CCNCC1